3-chloro-2'-(2-(2-hydroxypropan-2-yl)pyrimidin-4-yl)-4-((4-methoxybenzyl)oxy)-5',6-dimethyl-2H-[1,4'-bipyridin]-2-one ClC=1C(N(C(=CC1OCC1=CC=C(C=C1)OC)C)C1=CC(=NC=C1C)C1=NC(=NC=C1)C(C)(C)O)=O